ClC=1C(=C2C=NNC2=C(C1F)C1CCCC1)C=1C=CC=2N(C1)C=C(N2)NC(=O)C2C(C2)F N-(6-(5-chloro-7-cyclopentyl-6-fluoro-1H-indazol-4-yl)imidazo[1,2-a]pyridin-2-yl)-2-fluorocyclopropane-1-carboxamide